tert-butyl (3S,4S)-3-[[6-(6-chloro-7-isopropoxy-imidazo[1,2-a]pyridin-3-yl)-2-pyridyl]amino]-4-fluoro-pyrrolidine-1-carboxylate ClC=1C(=CC=2N(C1)C(=CN2)C2=CC=CC(=N2)N[C@H]2CN(C[C@@H]2F)C(=O)OC(C)(C)C)OC(C)C